COC(=O)C=1SC(=CC1N)C1=C(C=C(C(=C1)OC)F)Cl 3-amino-5-(2-chloro-4-fluoro-5-methoxyphenyl)thiophene-2-carboxylic acid methyl ester